C(C1CCCCC1)C1=CC=C(C)C=C1 perhydromonobenzyl-toluene